C1(CCC1)CN1N=C(C=C1)S(=O)(=O)N(CC1=CC=C(C=C1)OC)CC1=CC=C(C=C1)OC 1-(cyclobutylmethyl)-N,N-bis(4-methoxybenzyl)-1H-pyrazole-3-sulfonamide